COC1=C(CNC2=NC3=C(C=CC(=C3C=C2)F)B(O)O)C=CC(=C1)OC (2-((2,4-dimethoxybenzyl)amino)-5-fluoroquinolin-8-yl)boronic acid